3-(2-(difluoromethoxy)pyridin-4-yl)bicyclo[4.2.0]Oct-1(6),2,4-trien-2-ol FC(OC1=NC=CC(=C1)C1=C(C=2CCC2C=C1)O)F